3-(aminomethyl)pyridin-2(3H)-one NCC1C(N=CC=C1)=O